C(#N)C1=CC(=C(C=C1)NC1=CC=C2C(=NNC2=C1)NC(C1=CC=C(C=C1)C1CCN(CC1)C)=O)F N-(6-((4-Cyano-2-fluorophenyl)amino)-1H-indazol-3-yl)-4-(1-methylpiperidin-4-yl)benzamid